6-CYCLOPROPYL-N-[(3R,4S)-3-(3-METHOXYPROPOXY)CHROMAN-4-YL]-7H-PYRROLO[2,3-D]PYRIMIDIN-4-AMINE C1(CC1)C1=CC2=C(N=CN=C2N[C@@H]2[C@H](COC3=CC=CC=C23)OCCCOC)N1